C(#N)C1=CC(=C(OC2=C(C(=O)NC3=CC(=CC=C3)[S@@](=O)(=N)C)C(=C(C=N2)C2=CC=C(C=C2)C)C)C=C1)OC (R)-2-(4-cyano-2-methoxyphenoxy)-4-methyl-N-(3-(S-methylsulfonimidoyl)phenyl)-5-(p-tolyl)nicotinamide